3,4-difluoro-5-nitrobenzenesulfonate FC=1C=C(C=C(C1F)[N+](=O)[O-])S(=O)(=O)[O-]